O=C1N(CCC(N1)=O)C=1C=NC=CC1CN1CCN(CC1)C1=C(C=C(C=C1)NC(C1=CC(=C(C=C1)C)C#CC1=CN=C2N1N=CC=C2)=O)C(F)(F)F N-(4-(4-((3-(2,4-dioxotetrahydropyrimidin-1(2H)-yl)pyridin-4-yl)methyl)piperazin-1-yl)-3-(trifluoromethyl)phenyl)-3-(imidazo[1,2-b]pyridazin-3-ylethynyl)-4-methylbenzamide